CC=1C=C(C=CC1C)C(CC1=NC(=NC(=N1)N[C@@H](CO)CC(C)C)NS(=O)(=O)C)C N-(4-(2-(3,4-dimethylphenyl)propyl)-6-(((R)-1-hydroxy-4-methylpent-2-yl)amino)-1,3,5-triazin-2-yl)methanesulfonamide